C(C)(C)(C)OC(C1=CN=C(C(=C1)N)N1CCNCC1)=O 5-amino-6-(piperazin-1-yl)nicotinic acid tert-butyl ester